(3-bromo-4-methylphenyl)-2-oxoacetic acid ethyl ester C(C)OC(C(=O)C1=CC(=C(C=C1)C)Br)=O